[1,1':3',1'':3',1'''-quaterphenyl]-4',6''-diol C1(=CC=CC=C1)C=1CC(C(=CC1)O)(C1=CC=CC=C1O)C1=CC=CC=C1